1,2-dihydroxyPropane OCC(C)O